(S)-2-(7-bromo-1H-indole-3-carbonyl)pyrrolidine-1-carboxylic acid benzyl ester C(C1=CC=CC=C1)OC(=O)N1[C@@H](CCC1)C(=O)C1=CNC2=C(C=CC=C12)Br